FC(C1=NN=C(O1)C=1C=NC(=NC1)NC=1C=C(C2=C(N(C=N2)CCO)C1)C=1C=NNC1)F 2-(6-((5-(5-(difluoromethyl)-1,3,4-oxadiazol-2-yl)pyrimidin-2-yl)amino)-4-(1H-pyrazol-4-yl)-1H-benzo[d]imidazol-1-yl)ethan-1-ol